N[C@H](C(=O)NCCC1=CC=C(C=C1)C1=CC(=C(C=C1)Cl)Cl)CCCC (S)-2-amino-N-(2-(3',4'-dichloro-[1,1'-biphenyl]-4-yl)ethyl)hexanamide